OC1=CC=C(C=2C(C3=CC=CC=C3C(C12)=O)=O)N 1-hydroxy-4-aminoanthraquinone